(2S)-2-amino-N-cyclopropyl-3-hydroxypropionamide hydrochloride Cl.N[C@H](C(=O)NC1CC1)CO